2-(3-(1-(((R)-tert-butylsulfinyl)amino)ethyl)-2-fluorophenyl)-2,2-difluoro-N,N-dimethylacetamide C(C)(C)(C)[S@@](=O)NC(C)C=1C(=C(C=CC1)C(C(=O)N(C)C)(F)F)F